1-Boc-2-(2-hydroxyethyl)pyrrole C(=O)(OC(C)(C)C)N1C(=CC=C1)CCO